C[C@H]1CCC2C(C3C(=C(C[C@@]12C3)C(C)=O)C)(C)C 1-((1S,8aS)-1,4,4,6-tetramethyl-2,3,3a,4,5,8-hexahydro-1H-5,8a-methanoazulen-7-yl)-ethanone